1-(3-chloro-2-hydroxypropyl)-2-methyl-5-nitroimidazole ClCC(CN1C(=NC=C1[N+](=O)[O-])C)O